ASCLEPIC ACID CCCCCC/C=C\CCCCCCCCCC(=O)O